1-(2-(7H-pyrrolo[2,3-d]pyrimidine-4-carbonyl)-2-azaspiro[3.3]heptan-6-yl)-1-methyl-3-(4-(trifluoromethoxy)pyridin-2-yl)urea N1=CN=C(C2=C1NC=C2)C(=O)N2CC1(C2)CC(C1)N(C(=O)NC1=NC=CC(=C1)OC(F)(F)F)C